5-(2,2-difluoroethyl)nicotinamide FC(CC=1C=NC=C(C(=O)N)C1)F